C(#N)CC=1C=C(C(=NC1OC)NS(=O)(=O)C=1C=2CCN(C(C2C=CC1)=O)C)F N-[5-(cyanomethyl)-3-fluoro-6-methoxy-2-pyridyl]-1-keto-2-methyl-3,4-dihydroisoquinoline-5-sulfonamide